COC(=O)C=1C(=NC=NC1)C1=C(C=CC=C1)OC(F)F 4-(2-(difluoromethoxy)phenyl)pyrimidine-5-carboxylic acid methyl ester